C(C)(=O)OC1=C(C(=O)NCCCCCCCC(=O)O)C=C(C=C1Cl)Cl 8-[N-(2-acetoxy-3,5-dichlorobenzoyl)]aminocaprylic acid